((2-methoxyethyl)(4-(5,6,7,8-tetrahydro-1,8-naphthyridin-2-yl)butyl)amino)butanoate COCCN(CCCCC1=NC=2NCCCC2C=C1)C(C(=O)[O-])CC